FC=1C(=NC(=NC1)NC(OC(C)(C)C)=O)C=O tert-butyl (5-fluoro-4-formylpyrimidin-2-yl)carbamate